(7E)-1-cyclopropyl-6-fluoro-indazole-7-carbaldehyde oxime C1(CC1)N1N=CC2=CC=C(C(=C12)C=NO)F